6-((tert-butyldiphenylsilyl)oxy)-4-(4,6-dichloro-1,3,5-triazin-2-yl)-3,3,6-trimethyl-1,4-oxazepane [Si](C1=CC=CC=C1)(C1=CC=CC=C1)(C(C)(C)C)OC1(CN(C(COC1)(C)C)C1=NC(=NC(=N1)Cl)Cl)C